C=CC(C)C i-Pentene